E,E-farnesyl Chloride C(\C=C(/C)\CC\C=C(/C)\CCC=C(C)C)Cl